C(CCCCCCCCCCCCCCCCCCCCCC)CCCCCCCCCCCCCCCCCCCCCCCC tricosyl-tetracosane